2-[1-[6-Methyl-2-(1-methylindazol-6-yl)-4-oxo-chromen-8-yl]ethylamino]benzoic acid CC=1C=C2C(C=C(OC2=C(C1)C(C)NC1=C(C(=O)O)C=CC=C1)C1=CC=C2C=NN(C2=C1)C)=O